C1NC[C@@]2([C@H]1CCC2)COC2=NC=CC1=CC(=C(C=C21)OC(C)C)C(=O)N 1-[(3aR,6aR)-hexahydrocyclopenta[c]pyrrol-3a(1H)-ylmethoxy]-7-(propan-2-yloxy)isoquinoline-6-carboxamide